Methyl 4-((3-((2,4,6-trioxo-tetrahydropyrimidin-5(2H)-ylidene)methyl)phenoxy)methyl)benzoate O=C1NC(C(C(N1)=O)=CC=1C=C(OCC2=CC=C(C(=O)OC)C=C2)C=CC1)=O